O\N=C(\N)/C=1C=C(C=CC1)CC(C=1SC=CN1)NS(=O)(=O)C=1C=C(C(=O)NCCNC(OC(C)(C)C)=O)C=CC1 tert-butyl N-[2-[[3-[[2-[3-[(E)-N'-hydroxycarbamimidoyl]phenyl]-1-thiazol-2-yl-ethyl]sulfamoyl]benzoyl]amino]ethyl]carbamate